4-(4-Fluorobenzyl)-N-(8-(3-hydroxy-3-methylbut-1-yn-1-yl)-1-(methyl-d3)-2-oxo-2,3,4,5-tetrahydro-1H-benzo[b]azepin-3-yl)-1H-pyrazole-1-carboxamide FC1=CC=C(CC=2C=NN(C2)C(=O)NC2CCC3=C(N(C2=O)C([2H])([2H])[2H])C=C(C=C3)C#CC(C)(C)O)C=C1